C(OC1=C(C=CC=C1)C(C)=O)([O-])=O (acetylphenyl) carbonate